C1(CC1)[C@H]1N(S(C2=C(N(C1)C1=CC=CC=C1)C=C1OCC3=C(C1=C2)C=C(C=C3)C(=O)O)(=O)=O)C (R)-10-cyclopropyl-11-methyl-8-phenyl-8,9,10,11-tetrahydro-5H-benzo[3,4]chromeno[7,6-f][1,2,5]thiadiazepine-2-carboxylic acid 12,12-dioxide